1-(4-butoxyphenyl)-N-hydroxycyclopropane-1-carboximidamide C(CCC)OC1=CC=C(C=C1)C1(CC1)C(NO)=N